4-(2-amino-5-fluoro-phenoxy)cyclohexanol NC1=C(OC2CCC(CC2)O)C=C(C=C1)F